(10R)-12-Benzyl-6-(2,6-dimethylphenyl)-2,2-dioxo-10-phenyl-9-oxa-2λ6-thia-3,5,12,19-tetrazatricyclo[12.3.1.14,8]nonadeca-1(18),4(19),5,7,14,16-hexaen-13-one C(C1=CC=CC=C1)N1C[C@H](OC2=CC(=NC(NS(C=3C=CC=C(C1=O)C3)(=O)=O)=N2)C2=C(C=CC=C2C)C)C2=CC=CC=C2